(2R)-1-(3-{3-[1-(4-Amino-3-methyl-1H-pyrazolo[3,4-d]pyrimidin-1-yl)ethyl]-5-chloro-2-ethoxy-6-methylphenyl}azetidin-1-yl)-1-oxopropan NC1=C2C(=NC=N1)N(N=C2C)C(C)C=2C(=C(C(=C(C2)Cl)C)C2CN(C2)C(CC)=O)OCC